(3aR,6aR)-hexahydropyrrolo[3,4-c]pyrrole-2(1H)-carboxylic acid tert-butyl ester C(C)(C)(C)OC(=O)N1C[C@H]2CNC[C@@H]2C1